BrC=1C(=C(C2=C(OC3(CCC(CC3)CN(C)C)O2)C1)C)C(=O)O 6-bromo-4'-((dimethylamino)methyl)-4-methylspiro[benzo[d][1,3]dioxole-2,1'-cyclohexane]-5-carboxylic acid